N-(2-Methoxy-1-((1s,4s)-4-(6-(trifluoromethyl)quinolin-4-yl)cyclohexyl)ethyl)-5-(4-methoxyphenyl)-1,3,4-oxadiazol-2-amine COCC(C1CCC(CC1)C1=CC=NC2=CC=C(C=C12)C(F)(F)F)NC=1OC(=NN1)C1=CC=C(C=C1)OC